2-methyl-3-heptene CC(C)C=CCCC